C1(=CC=CC=C1)CS(=O)(=O)NC1=C(C=CC(=C1)C(=O)N1CCC(CC1)C1=CC=C(C=C1)OC1=NC=C(C=C1)C(F)(F)F)N1CCN(CC1)CCC(=O)OC(C)(C)C tert-butyl 3-(4-(2-((phenylmethyl)sulfonamido)-4-(4-(4-((5-(trifluoromethyl)pyridin-2-yl)oxy)-phenyl)piperidine-1-carbonyl)phenyl)piperazin-1-yl)propanoate